(S,E)-2-(4-ethyl-8-fluoro-4-hydroxy-3,6,14-tricarbonyl-3,4-dihydro-1H-pyrano[3',4':6,7]indolizino[2,1-b]quinoline-11(6H,12H,14H)-yl)acetaldehyde-O-methyloxime CO\N=C\CN1C2=C(C(C3=CC(=CC=C13)F)=C=O)C1=CC3=C(C(N1C2)=C=O)COC([C@]3(O)CC)=C=O